(Z)-3-Amino-4,4,4-trichloro-2-cyano-butenoic acid ethyl ester C(C)OC(\C(=C(\C(Cl)(Cl)Cl)/N)\C#N)=O